tert-butyl (R)-(9-(6-((4-((tert-butoxycarbonyl)amino)-5-hydrazineyl-5-oxopentyl)oxy)-2,3-dichlorobenzyl)-9H-purin-6-yl)carbamate C(C)(C)(C)OC(=O)N[C@H](CCCOC1=CC=C(C(=C1CN1C2=NC=NC(=C2N=C1)NC(OC(C)(C)C)=O)Cl)Cl)C(=O)NN